(α-naphthyl)-diphenylmethyl ether C1(=CC=CC2=CC=CC=C12)C(C1=CC=CC=C1)(C1=CC=CC=C1)OC(C1=CC=CC2=CC=CC=C12)(C1=CC=CC=C1)C1=CC=CC=C1